tert-Butyl 3-benzyl-3,8-diazabicyclo[3.2.1]oct-6-ene-8-carboxylate C(C1=CC=CC=C1)N1CC2C=CC(C1)N2C(=O)OC(C)(C)C